ClC1=C(C=CC(=C1)C1=NN=C(N1)C1=CC=CC=C1)S(=O)(=O)N1CCOCC1 ((2-chloro-4-(5-phenyl-4H-1,2,4-triazol-3-yl)phenyl)sulfonyl)morpholine